ClC1=CC=C(C(=N1)C(=O)O)N[C@H](C)C1=C2N=C(C(=NC2=CC(=C1)C)C#N)NC12CC(C1)(C2)CO (R)-6-chloro-3-((1-(2-cyano-3-((3-(hydroxymethyl)bicyclo[1.1.1]pentan-1-yl)amino)-7-methylquinoxalin-5-yl)ethyl)amino)picolinic acid